N-[4-(6-chloropyridin-3-yl)-3-sulfamoylphenyl]-2-(3,4-difluorophenyl)acetamide ClC1=CC=C(C=N1)C1=C(C=C(C=C1)NC(CC1=CC(=C(C=C1)F)F)=O)S(N)(=O)=O